N-(2-chloro-4-fluoro-3-iodophenyl)-N-((2-(trimethylsilyl)ethoxy)methyl)furan-2-sulfonamide ClC1=C(C=CC(=C1I)F)N(S(=O)(=O)C=1OC=CC1)COCC[Si](C)(C)C